ClC1=NC=C(C=C1CC(=O)OC(C)(C)C)OC tert-Butyl 2-(2-chloro-5-methoxypyridin-3-yl)acetate